1-methoxyethoxy-2-ethoxybenzene COC(C)OC1=C(C=CC=C1)OCC